4-(6-fluoro-4-iodopyridin-2-yl)-1H-pyrazol-3-amine FC1=CC(=CC(=N1)C=1C(=NNC1)N)I